N-[(4S)-3,4-dihydro-2H-chromen-4-yl]-6-methyl-3-(propan-2-yl)-7-(2,3,5-trichlorophenyl)pyrazolo[5,1-b][1,3]thiazole-2-carboxamide O1CC[C@@H](C2=CC=CC=C12)NC(=O)C1=C(N2C(S1)=C(C(=N2)C)C2=C(C(=CC(=C2)Cl)Cl)Cl)C(C)C